2-cyclobutyl-2-cyclopropylethylamine C1(CCC1)C(CN)C1CC1